6-(2,3-dichloro-6-hydroxyphenyl)-3-((S)-pyrrolidin-3-yl)-3,5,6,7-tetrahydro-4H-cyclopenta[d]pyrimidin-4-one ClC1=C(C(=CC=C1Cl)O)C1CC2=C(N=CN(C2=O)[C@@H]2CNCC2)C1